C1CC12OCC(OC2)COC2=CC=C(C=C2)C=2C=C(C(NC2C(F)(F)F)=O)C(=O)N 5-(4-((4,7-dioxaspiro[2.5]octan-6-yl)methoxy)phenyl)-2-oxo-6-(trifluoromethyl)-1,2-dihydropyridine-3-carboxamide